9-(Trieth-oxysilylmethyl)dibenzopyrrol C(C)O[Si](OCC)(OCC)CC1=CC=CC2=C1C1=C(N2)C=CC=C1